(trimethylsilyl)-1-methyl-1H-[1,2,4]triazole-3-carboxylic acid methyl ester COC(=O)C1=NN(C(=N1)[Si](C)(C)C)C